(perfluoro cyclohexyl) methacrylate C(C(=C)C)(=O)OC1(C(C(C(C(C1(F)F)(F)F)(F)F)(F)F)(F)F)F